O=C1NC(CC[C@H]1N1C(N(C2=C1C=CC=C2)C)=O)=O |r| 1-[(3RS)-2,6-dioxopiperidin-3-yl]-3-methyl-2-oxo-1,3-benzodiazol